ClC=1C=C(C=CC1)S(=O)(=O)N1C=C(C=C1C1=C(C=CC=C1)F)CNC 1-(1-((3-Chlorophenyl)sulfonyl)-5-(2-fluorophenyl)-1H-pyrrol-3-yl)-N-methylmethylamine